N-(7-(6-((S)-2-hydroxybutan-2-yl)-4-methylpyridin-3-yl)-2,6-naphthyridin-3-yl)cyclopropane-1-carboxamide O[C@@](C)(CC)C1=CC(=C(C=N1)C1=NC=C2C=C(N=CC2=C1)NC(=O)C1CC1)C